N-benzyl-oxetane-3-amine C(C1=CC=CC=C1)NC1COC1